4-[2-Methyl-4-(trifluoromethyl)phenoxy]piperidine CC1=C(OC2CCNCC2)C=CC(=C1)C(F)(F)F